ClC1=C(C=CC=C1)[C@@]12[C@@H](CC(CC1)C2)N(C([O-])=O)C(CC)OCOC 1-(2-chlorophenyl)-(R)-1-methoxymethoxypropyl-(R)-2-bicyclo[2.2.1]heptanylcarbamate